3-Oxetanamine O1CC(C1)N